5-(8-(8,8-difluoro-2-(2,2,2-trifluoroethyl)-2,6-diazaspiro[3.4]octan-6-yl)imidazo[1,2-b]pyridazin-6-yl)pyrimidine-2,4(1H,3H)-dione FC1(CN(CC12CN(C2)CC(F)(F)F)C=2C=1N(N=C(C2)C=2C(NC(NC2)=O)=O)C=CN1)F